4-fluoro-1-methyl-2-(4-(methylsulfonyl)phenyl)-5-(piperidin-4-yl)-1H-benzo[d]imidazole hydrochloride Cl.FC1=C(C=CC=2N(C(=NC21)C2=CC=C(C=C2)S(=O)(=O)C)C)C2CCNCC2